CC1=CC(=CN=N1)C=1C=C2C=3CCCC(C3NC2=CC1)=O 6-(6-methylpyridazin-4-yl)-2,3,4,9-tetrahydro-1H-carbazol-1-one